FC(C=1C(=C(C=CC1)[C@@H](C)NC(=O)C1=CN(C(C=C1N[C@H]1[C@H](CN(CC1)C([2H])([2H])[2H])F)=O)C1(CC1)C(F)F)F)F N-((R)-1-(3-(difluoromethyl)-2-fluorophenyl)ethyl)-1-(1-(difluoromethyl)cyclopropyl)-4-(((3S,4R)-3-fluoro-1-(methyl-d3)piperidin-4-yl)amino)-6-oxo-1,6-dihydropyridine-3-carboxamide